bis(2-methyl-2-propen-1-yl) ether CC(COCC(=C)C)=C